C1(=CC=CC=2OC3=C(C21)C=CC=C3)C=3C=C(C=CC3)B(O)O (3-(dibenzo[b,d]furan-1-yl)phenyl)boronic acid